ClC=1N=C(C2=C(N1)CN(CC2)C)OC2=NC=1C=CC3=C(C1N=C2)C2=C(S3)C(N[C@@H](CN2)C)=O (R)-3-((2-chloro-7-methyl-5,6,7,8-tetrahydropyrido[3,4-d]pyrimidin-4-yl)oxy)-10-methyl-9,10,11,12-tetrahydro-8H-[1,4]diazepino[5',6':4,5]thieno[3,2-f]quinoxalin-8-one